N[C@H]1CN(C[C@@H](C1)F)C(=O)C1=CC2=C(N(C(=N2)C2=CC=3C(=NC(=CC3)C(=O)NC3=CC(=NC=C3)C)N2CC2CC2)C)C(=C1)OC 2-{5-[(3R,5R)-3-amino-5-fluoropiperidine-1-carbonyl]-7-methoxy-1-methyl-1H-1,3-benzodiazol-2-yl}-1-(cyclopropylmethyl)-N-(2-methylpyridin-4-yl)-1H-pyrrolo[2,3-b]pyridine-6-carboxamide